CC=1C=C2C(NC(C2=CC1C)=N)=N 5,6-dimethyl-1,3-diiminoisoindoline